4-((2-(4-(4-((5-chloro-4-((2-(dimethylphosphoryl)phenyl)amino)pyrimidin-2-yl)amino)-3-methoxyphenyl)piperazin-1-yl)-2-oxoethyl)amino)-2-(2,6-dioxopiperidin-3-yl)isoindoline-1,3-dione ClC=1C(=NC(=NC1)NC1=C(C=C(C=C1)N1CCN(CC1)C(CNC1=C2C(N(C(C2=CC=C1)=O)C1C(NC(CC1)=O)=O)=O)=O)OC)NC1=C(C=CC=C1)P(=O)(C)C